C(#N)C[C@@H]1N(CCN(C1)C=1C2=C(N=C(N1)S(=O)C)OC(CC2)C2=CC=CC1=CC=CC(=C21)C)C(=O)OCC2=CC=CC=C2 benzyl (2S)-2-(cyanomethyl)-4-(7-(8-methylnaphthalen-1-yl)-2-(methylsulfinyl)-6,7-dihydro-5H-pyrano[2,3-d]pyrimidin-4-yl)piperazine-1-carboxylate